3-bromo-7-fluorochroman-4-yl acetate C(C)(=O)OC1C(COC2=CC(=CC=C12)F)Br